3,6-dichloro-N-[(2RS)-1-hydroxy-3-phenylpropan-2-yl]pyridazine ClC=1NN(C(=CC1)Cl)[C@@H](CO)CC1=CC=CC=C1 |r|